Propyl dihydrogen phosphate P(=O)(OCCC)(O)O